COC(=O)C1=CC2=C(N(C(N2C)=O)C)C=C1N 6-amino-1,3-dimethyl-2-oxo-2,3-dihydro-1H-benzo[d]imidazole-5-carboxylic acid methyl ester